1,3-diiminobenzisoindoline N=C1NC(C2=CC=C3C(=C12)C=CC=C3)=N